N-(2-(1-((3-(2,4-dioxotetrahydropyrimidin-1(2H)-yl)pyridin-4-yl)methyl)piperidin-4-yl)-6-methoxy-2H-indazol-5-yl)-3-(trifluoromethyl)benzamide O=C1N(CCC(N1)=O)C=1C=NC=CC1CN1CCC(CC1)N1N=C2C=C(C(=CC2=C1)NC(C1=CC(=CC=C1)C(F)(F)F)=O)OC